C(C)(C)C1=C(C=C(C=C1)C)[O-].[Ag+] silver 2-isopropyl-5-methylphenolate